{4-[bis(2-hydroxydodecyl)amino]butyl}piperazine-2,5-dione OC(CN(CCCCN1C(CNC(C1)=O)=O)CC(CCCCCCCCCC)O)CCCCCCCCCC